ClC1=C(C#N)C=CC(=C1)N1C(N(C(C1=O)(C)C)C1=CC=C(C=C1)O)=S 2-chloro-4-(3-(4-hydroxyphenyl)-4,4-dimethyl-5-oxo-2-thioxoimidazolidin-1-yl)benzonitrile